pentaerythritol tetravalerate (2,2-bis[[(1-oxopentyl)oxy]methyl]propane-1,3-diyl-divalerate) O=C(CCCC)OCC(CCCCCC(=O)O)(CCCCCC(=O)O)COC(CCCC)=O.C(CCCC)(=O)O.C(CCCC)(=O)O.C(CCCC)(=O)O.C(CCCC)(=O)O.OCC(CO)(CO)CO